CC1(C(NC2=CC(=CC=C12)C1=CC=NC=C1)=O)C 3,3-dimethyl-6-(pyridin-4-yl)indolin-2-one